(E)-4-(5-(tert-butoxycarbonyl)-5,6,7,8-tetrahydro-4H-pyrazolo[1,5-a][1,4]diazepin-2-yl)but-3-enoic acid C(C)(C)(C)OC(=O)N1CC=2N(CCC1)N=C(C2)/C=C/CC(=O)O